FC1=C(C=O)C=C(C=C1)OC 2-fluoro-5-methoxybenzaldehyde